F[C@H]1CN(CC[C@H]1NC1=CC=CC=2N1N=C(C2C=C)C#CCNC2=C(C=C(C(=O)NC)C=C2)OC)C 4-((3-(7-(((3S,4R)-3-fluoro-1-methylpiperidin-4-yl)amino)-3-vinylpyrazolo[1,5-a]pyridin-2-yl)prop-2-yn-1-yl)amino)-3-methoxy-N-methylbenzamide